C(C(C)C)C1CC(CC(C1)C)=O 3-isobutyl-5-methyl-cyclohexanone